[tert-Butyl(dimethyl)silyl] (1S,3R,4R)-4-(tert-butoxycarbonylamino)-3-[tert-butyl(dimethyl)silyl]oxy-4-methyl-cyclohexanecarboxylate C(C)(C)(C)OC(=O)N[C@]1([C@@H](C[C@H](CC1)C(=O)O[Si](C)(C)C(C)(C)C)O[Si](C)(C)C(C)(C)C)C